FC1=C(C(=O)N([C@H]2CN(CCC2)C(=O)OC(C)(C)C)C2=NC=CC3=CC=CC(=C23)C=C)C=CC(=C1)N1N=NC=2C1=NC=CC2 tert-butyl (3R)-3-[[2-fluoro-4-(triazolo[4,5-b]pyridin-3-yl)benzoyl]-(8-vinyl-1-isoquinolyl)amino]piperidine-1-carboxylate